ClC1=CC=C2C(N(C(C2=C1)=O)C1=CC=C(C=C1)C)=C 6-chloro-3-methylene-2-(p-tolyl)isoindolin-1-one